2-(Dodecylamino)ethan-1-ol C(CCCCCCCCCCC)NCCO